ClC=1C=C(C=CC1)/C=C/C(=O)N (E)-3-(3-chlorophenyl)acrylamide